F[C@@H]1CN(CC1)C(=O)[C@@H]1CCCC=2N1C(N(N2)CC2=CC=C(C=C2)C)=O (5S)-5-{[(3S)-3-Fluoropyrrolidin-1-yl]carbonyl}-2-(4-methylbenzyl)-5,6,7,8-tetrahydro[1,2,4]triazolo[4,3-a]pyridin-3(2H)-one